8-(4-chlorophenyl)-2-(ethylamino)-6-(2-methyl-2H-indazol-5-yl)pyrido[4,3-d]pyrimidin-7(6H)-one ClC1=CC=C(C=C1)C=1C(N(C=C2C1N=C(N=C2)NCC)C2=CC1=CN(N=C1C=C2)C)=O